BrC1=CC=C(C=C1)NC(=O)N[C@H](C(=O)NCC(=O)OC(C)(C)C)CC(C)C tert-butyl {[(2S)-2-{[(4-bromophenyl)carbamoyl]amino}-4-methylpentanoyl]amino}acetate